4-Amino-1-(3-(hydroxymethyl)phenyl)-2-oxo-7-(trifluoromethyl)-1,2-dihydroquinoline-3-carboxylic acid methyl ester COC(=O)C=1C(N(C2=CC(=CC=C2C1N)C(F)(F)F)C1=CC(=CC=C1)CO)=O